NC1=CC=C(C=C1)C1=NN(C(=C1)NC(C1=CC(=CC=C1)N=[N+]=[N-])=O)C N-(3-(4-aminophenyl)-1-methyl-1H-pyrazol-5-yl)-3-azidobenzamide